gamma-decylketone CCC(CCCCCCC)C(=O)C(CC)CCCCCCC